2-[6-amino-5-[8-[2-[3-[4-(4-pyridyl)-1,4-diazepan-1-yl]prop-1-ynyl]-4-pyridyl]-3,8-diazabicyclo[3.2.1]octan-3-yl]pyridazin-3-yl]phenol NC1=C(C=C(N=N1)C1=C(C=CC=C1)O)N1CC2CCC(C1)N2C2=CC(=NC=C2)C#CCN2CCN(CCC2)C2=CC=NC=C2